Pentylsyringat C(CCCC)OC(C1=CC(OC)=C(O)C(OC)=C1)=O